C(C1=CC=CC=C1)O[C@H]1C[C@@H]2COC3=C(C(N2C1)=O)C(=C(C(=C3)C)F)C(=C)C (2S,11aR)-2-(benzyloxy)-7-fluoro-8-methyl-6-(propen-2-yl)-2,3,11,11a-tetrahydro-1H,5H-benzo[f]Pyrrolo[2,1-c][1,4]oxazepin-5-one